C(CCCCCCC\C=C/C\C=C/CCCCC)(=O)OCC(COC(CCC(OCCCC\C=C/CC)OCCCC\C=C/CC)=O)COC(=O)OCCC1N(CCCC1)C 3-((4,4-bis(((Z)-oct-5-en-1-yl)oxy)butanoyl)oxy)-2-((((2-(1-methylpiperidin-2-yl)ethoxy)carbonyl)oxy)methyl)propyl (9Z,12Z)-octadeca-9,12-dienoate